N1[C@@H](CC1)COC=1C(=CC(=C(C(=O)NC2(CC2)C2=C3C=CC=NC3=CC(=C2)C=C)C1)C)[N+](=O)[O-] (S)-5-(Azetidin-2-ylmethoxy)-2-methyl-4-nitro-N-(1-(7-vinylquinolin-5-yl)cyclopropyl)benzamide